FC(C(=O)O)(F)F.FC(C(=O)O)(F)F.FC(C(=O)O)(F)F.C(C1=CC=CC=C1)OC([C@H](CCC(=O)N(CCNC(CCCCN)=O)CCNC(CCCCN)=O)NC(CCCCN)=O)=O (2S)-2-(5-Aminopentanoylamino)-5-[bis[2-(5-Aminopentanoylamino)ethyl]amino]-5-oxo-pentanoic acid benzyl ester tris(trifluoroacetic acid) salt